CCC(CCC)OC(CC)CCC 3-hexyl ether